1-(4-(2-(4-Methoxyphenyl)propan-2-yl)phenyl)-2,5-dimethyl-1H-pyrrole COC1=CC=C(C=C1)C(C)(C)C1=CC=C(C=C1)N1C(=CC=C1C)C